ClC=1C=C(C=CC1F)NC1=NC2=CC(=C(C=C2C=N1)O)OC (3-chloro-4-fluorophenylamino)-7-methoxyquinazolin-6-ol